BrC=1C=C2C(=NC1)N(N=C2C(=O)OCC)C2OCCCC2 Ethyl 5-Bromo-1-(tetrahydro-2H-pyran-2-yl)-1H-pyrazolo[3,4-b]pyridin-3-carboxylate